2-(2-trimethylsilylethoxymethyl)pyrazole-3-carbonitrile C[Si](CCOCN1N=CC=C1C#N)(C)C